(E)-2-(1,2-Dibromovinyl)pyrazine Br\C(=C\Br)\C1=NC=CN=C1